FC(C=1C(=C(C=CC1)[C@@H](C)NC=1C2=C(N=C(N1)C)N(C(C(=C2)C2C(CN(CC2)C)F)=O)C)F)F 4-[[(1R)-1-[3-(difluoromethyl)-2-fluoro-phenyl]ethyl]amino]-6-(3-fluoro-1-methyl-4-piperidyl)-2,8-dimethyl-pyrido[2,3-d]pyrimidin-7-one